C1(CC1)CC=1N(C(=C(C1C(=O)NC1=CC(=C(C=C1)F)C)C)C(C(=O)NCC(C)(C)O)=O)C 2-(cyclopropylmethyl)-N-(4-fluoro-3-methylphenyl)-5-(2-((2-hydroxy-2-methylpropyl)amino)-2-oxoacetyl)-1,4-dimethyl-1H-pyrrole-3-carboxamide